tert-Butyl (3-cyano-4-(3-(ethylthio)-5-fluoro-7,9-dihydrofuro[3,4-f]quinazolin-6-yl)-5-fluorobenzo[b]thiophen-2-yl)carbamate C(#N)C=1C2=C(SC1NC(OC(C)(C)C)=O)C=CC(=C2C=2C1=C(C=3C=NC(=NC3C2F)SCC)COC1)F